1-benzyl-4-benzyloxy-6-but-3-en-1-ylpyridin C(C1=CC=CC=C1)N1CC=C(C=C1CCC=C)OCC1=CC=CC=C1